1,3-bis(3-pyridinyl)-1,3-propanedione N1=CC(=CC=C1)C(CC(=O)C=1C=NC=CC1)=O